1-tert-butyl-4-[2-methoxy-5-(4,4,5,5-tetramethyl-1,3,2-dioxaborolan-2-yl)-3-pyridyl]piperazine C(C)(C)(C)N1CCN(CC1)C=1C(=NC=C(C1)B1OC(C(O1)(C)C)(C)C)OC